CC1(CC2N(N(C3=CC=C4C(=C3C2)C=CC=C4)C4=CC=CC=C4)C1=O)C 10,10-dimethyl-7-phenyl-10,11,11a,12-tetrahydrobenzo[f]pyrrolo[1,2-b]cinnolin-9(7H)-one